NCCNC(C1=C(C=CC(=C1)C=1C(=NC=CC1)OCC)N1[C@@H](CN(CC1)C(C1=CC=C(C=C1)C(C)(C)C)=O)CC)=O N-(2-aminoethyl)-2-[(2R)-4-(4-tert-butylbenzoyl)-2-ethylpiperazin-1-yl]-5-(2-ethoxypyridin-3-yl)benzamide